(Z)-5-(5-(4,4-difluoropiperidin-1-carbonyl)-1H-pyrrolo[2,3-b]pyridin-1-yl)-N'-hydroxypyridineformamidine FC1(CCN(CC1)C(=O)C=1C=C2C(=NC1)N(C=C2)C=2C=CC(=NC2)/C(=N/O)/N)F